N-(5-Bromo-2-chloropyrimidin-4-yl)-1-(methylsulfonyl)indole-7-amine trifluoroacetate FC(C(=O)O)(F)F.BrC=1C(=NC(=NC1)Cl)NC=1C=CC=C2C=CN(C12)S(=O)(=O)C